N-(4-((2-(1,1-difluoroethyl)-6-methylpyrimidin-4-yl)amino)-5-(2-methyloxazol-4-yl)pyridin-2-yl)acetamide FC(C)(F)C1=NC(=CC(=N1)NC1=CC(=NC=C1C=1N=C(OC1)C)NC(C)=O)C